5-bromo-2-phenylbenzimidazole BrC1=CC2=C(N=C(N2)C2=CC=CC=C2)C=C1